2-[4-[(E)-3-(4-Hydroxyphenyl)-3-oxoprop-1-enyl]-2-methoxyphenoxy]acetic acid OC1=CC=C(C=C1)C(/C=C/C1=CC(=C(OCC(=O)O)C=C1)OC)=O